ClC/C=C/C(=O)NC1=C(C=C(C(=O)NC2=CC(=C(C(=C2)F)F)C2=CC3=C(N(C=N3)C)C=C2C)C=C1)C#N (E)-4-(4-chlorobut-2-enamido)-3-cyano-N-(3-(1,6-dimethyl-1H-benzo[d]imidazol-5-yl)-4,5-difluorophenyl)benzamide